3-((13S,15R)-4-fluoro-13-methyl-17-oxo-7,8,9,11,12,13,14,15,16,17-decahydro-6H-cyclopenta[a]phenanthren-15-yl)-N-methyl-(oxetan-3-yl)propanamide FC1=CC=CC=2C3CC[C@@]4(C(C[C@H](C4C3CCC12)CC(C(=O)NC)C1COC1)=O)C